[Si](C)(C)(C(C)(C)C)OCC1=CC2=NC=CC(=C2S1)C=1C=C(C=C2CCCN(C12)C1CN(CC1)C(=O)[O-])C#N 3-(8-(2-(((tert-butyldimethylsilyl)oxy)methyl)thieno[3,2-b]pyridin-7-yl)-6-cyano-3,4-dihydroquinolin-1(2H)-yl)pyrrolidine-1-carboxylate